Cl.ClC1=C(C=CC=C1C=1C=NC(=CC1)C1CC1)[C@@]1(CC(N(C(N1)=N)[C@H]1C[C@H](C(CC1)(F)F)O)=O)C |o1:24,26| (6S)-6-[2-Chloro-3-(6-cyclopropyl-pyridin-3-yl)phenyl]-3-[(1R*,3R*)-4,4-difluoro-3-hydroxycyclohexyl]-2-imino-6-methylhexahydro-pyrimidin-4-one hydrochloride